BrC1=NN(C=C1)CCC1=NN(C=N1)C 3-(2-(3-bromo-1H-pyrazol-1-yl)ethyl)-1-methyl-1H-1,2,4-triazole